C(=O)C1=NC=C(C=C1)C1=CC(=CC(=C1)C=1C=CC(=NC1)C=O)C=1C=CC(=NC1)C=O 1,3,5-tris(2-formylpyridine-5-yl)benzene